O=C1NC(CCC1N1C(C2=CC=CC(=C2C1)C#CCCCCCN1CCN(CC1)C1=CC=C(C(=O)N2CCC(CC2)CCCCNC(\C=C\C=2C=NC(=CC2)F)=O)C=C1)=O)=O (E)-N-(4-(1-(4-(4-(7-(2-(2,6-dioxopiperidin-3-yl)-1-oxoisoindolin-4-yl)hept-6-yn-1-yl)piperazin-1-yl)benzoyl)piperidin-4-yl)butyl)-3-(6-fluoropyridin-3-yl)acrylamide